FC(C1=NC=CC(=N1)C=O)(F)F 2-(trifluoromethyl)pyrimidine-4-carbaldehyde